N-[(1R)-1-[3-amino-5-(trifluoromethyl)phenyl]ethyl]-4-chloro-6-oxo-1-phenyl-pyridazine-3-carboxamide NC=1C=C(C=C(C1)C(F)(F)F)[C@@H](C)NC(=O)C1=NN(C(C=C1Cl)=O)C1=CC=CC=C1